N-(5,6-difluoro-2,3-dihydro-1H-inden-2-yl)-5-(5-(3-morpholinoazetidin-1-yl)-1,3,4-oxadiazol-2-yl)pyrimidin-2-amine FC=1C=C2CC(CC2=CC1F)NC1=NC=C(C=N1)C=1OC(=NN1)N1CC(C1)N1CCOCC1